3-(bromomethyl)-2,5,6-trimethyl-1H,7H-pyrazolo[1,2-a]pyrazole-1,7-dione BrCC1=C(C(N2N1C(=C(C2=O)C)C)=O)C